7-(2,2-difluoroethoxy)-4-(o-tolyl)isoquinolin-1(2H)-one FC(COC1=CC=C2C(=CNC(C2=C1)=O)C1=C(C=CC=C1)C)F